FC1=CC=C(C=C1)S(=O)(=O)N1CCC(CC1)C1=NN=CN1C 1-(4-fluoro-benzenesulfonyl)-4-(4-methyl-4H-1,2,4-triazol-3-yl)piperidine